tert-butyl 4-(2,3-dihydroindol-1-yl)-3,3-difluoropiperidine-1-carboxylate N1(CCC2=CC=CC=C12)C1C(CN(CC1)C(=O)OC(C)(C)C)(F)F